3-(5-((5-(4'-fluoro-5,5-dimethyl-3,4,5,6-tetrahydro-[1,1'-biphenyl]-2-carbonyl)hexahydropyrrolo[3,4-c]pyrrol-2(1H)-yl)methyl)-1-oxoisoindolin-2-yl)piperidine-2,6-dione FC1=CC=C(C=C1)C1=C(CCC(C1)(C)C)C(=O)N1CC2C(C1)CN(C2)CC=2C=C1CN(C(C1=CC2)=O)C2C(NC(CC2)=O)=O